C(C=C)(=O)N1CCC(CC1)N1N=CC(=C1)C1=C(C2=C(N=CN=C2N)N1C)C1=CC=C(C(=O)NC2COCC2)C=C1 4-(6-(1-(1-acryloylpiperidin-4-yl)-1H-pyrazol-4-yl)-4-amino-7-methyl-7H-pyrrolo[2,3-d]pyrimidin-5-yl)-N-(tetrahydrofuran-3-yl)benzamide